1-{2-[(2S)-2-methyl-5-oxopiperazin-1-yl]Pyrimidin-5-yl}urea C[C@@H]1N(CC(NC1)=O)C1=NC=C(C=N1)NC(=O)N